CNCCCCCCN n-methyl-1,6-hexan-diamin